((2R,3R,4S,5R,6R)-3,5-dihydroxy-2-(hydroxymethyl)-4-(4-(3,4,5-trifluorophenyl)-1H-1,2,3-triazol-1-yl)-1-oxa-8-azaspiro[5.5]undecan-8-yl)(thiazol-5-yl)methanone O[C@H]1[C@H](O[C@@]2([C@@H]([C@H]1N1N=NC(=C1)C1=CC(=C(C(=C1)F)F)F)O)CN(CCC2)C(=O)C2=CN=CS2)CO